(7S)-9-(2,6-difluorophenyl)-N-(2-hydroxy-2-methyl-propyl)-7-methyl-13,16-dioxa-18-thia-2,5,8-triazatetracyclo[8.8.0.02,6.011,17]octadeca-1(10),3,5,8,11(17)-penta-ene-4-carboxamide FC1=C(C(=CC=C1)F)C1=N[C@H](C2=NC(=CN2C=2SC=3OCCOCC3C12)C(=O)NCC(C)(C)O)C